FC=1C=C(NC2=NC=C(C(=N2)C(=O)NCCC(C)C)OC)C=C(C1)F 2-(3,5-difluoroanilino)-N-isopentyl-5-methoxy-pyrimidine-4-carboxamide